C(C)[C@@H]1N(C[C@H](N(C1)C(C)C1=C(C=C(C=C1)F)C)CC)N1N=C2C(N(C(C=C2)=O)C)=C1 ((2S,5R)-2,5-diethyl-4-(1-(4-fluoro-2-methylphenyl)ethyl)piperazin-1-yl)-4-methyl-2,4-dihydro-5H-pyrazolo[4,3-B]pyridin-5-one